(2S,3S,4S,5R,6S)-3,4,5,6-tetraacetyloxytetrahydro-2H-pyran-2-carboxylic acid C(C)(=O)O[C@@H]1[C@H](O[C@H]([C@@H]([C@H]1OC(C)=O)OC(C)=O)OC(C)=O)C(=O)O